(2S)-2-methyl-1-phenyl-piperazine C[C@@H]1N(CCNC1)C1=CC=CC=C1